chloro[(dichloromethylsilyl)methyl]dimethylsilane Cl[Si](C)(C)C[SiH2]C(Cl)Cl